N-(3-(4'-(oxetan-3-yloxy)-4,5,5',6'-tetrahydro-2H-spiro[furan-3,8'-pyrano[3,4-b]pyridin]-2'-yl)-1H-pyrrolo[2,3-c]pyridin-5-yl)acetamide O1CC(C1)OC1=C2C(=NC(=C1)C1=CNC3=CN=C(C=C31)NC(C)=O)C3(OCC2)COCC3